CN(C(=O)C1CN(C=2N(C1)N=CC2C2=CC=C(C=C2)C(F)(F)F)C(=O)OC(C)(C)C)C(C)C2=NC=CC=C2 tert-butyl 6-(methyl (1-(pyridin-2-yl) ethyl) carbamoyl)-3-(4-(trifluoromethyl) phenyl)-6,7-dihydropyrazolo[1,5-a]pyrimidine-4(5H)-carboxylate